Methyl 3-((4-((3-(4-(aminomethyl) phenyl)-2-methyl-7-oxo-2,7-dihydro-6H-pyrazolo[4,3-d]pyrimidin-6-yl) methyl)-4-hydroxypiperidin-1-yl) methyl)-4-chlorobenzoate NCC1=CC=C(C=C1)C=1N(N=C2C1N=CN(C2=O)CC2(CCN(CC2)CC=2C=C(C(=O)OC)C=CC2Cl)O)C